4-([[(1s,4s)-4-hydroxy-4-methylcyclohexyl]methyl]amino)benzenesulfonamide OC1(CCC(CC1)CNC1=CC=C(C=C1)S(=O)(=O)N)C